[1,2,4]triazolo[4,3-a]pyridine-6-carboxylic acid N=1N=CN2C1C=CC(=C2)C(=O)O